2-chloro-5-(imidazo[1,2-a]pyridin-6-yl)-7-((2-(trimethylsilyl)ethoxy)methyl)-7H-pyrrolo[2,3-d]pyrimidine ClC=1N=CC2=C(N1)N(C=C2C=2C=CC=1N(C2)C=CN1)COCC[Si](C)(C)C